BrC1=NC2=NC3=C(N2C=C1)C=CC=C3 2-Bromopyrimido[1,2-a]benzimidazole